FC(C(=O)O)(C1=NC(=CC=C1)C(F)(F)F)F 2,2-difluoro-2-[6-(trifluoromethyl)pyridin-2-yl]acetic acid